methyl-bis(trimethylsiloxy)silane C[SiH](O[Si](C)(C)C)O[Si](C)(C)C